NC1=CC=C(C=C1)CCN1CCNCCNCCN1 4-aminophenylethyl-1,4,7,10-tetraazacyclodecane